methyl (Z)-2-[5-(3-isopropylpyrazol-1-yl)-4-methoxy-2-methyl-phenoxy]-3-methoxy-prop-2-enoate C(C)(C)C1=NN(C=C1)C=1C(=CC(=C(O\C(\C(=O)OC)=C/OC)C1)C)OC